(E)-2-(2-(1H-indol-3-yl)vinyl)-1-methylquinolin-1-ium iodide [I-].N1C=C(C2=CC=CC=C12)/C=C/C1=[N+](C2=CC=CC=C2C=C1)C